B(O)(O)O.C1(=CC=CC=C1)C1=C(C2=CC3=CC=CC=C3N=C2C=C1)C1=CC=CC=C1 diphenylacridine borate